C(CCCCCCCCCCCCCCCCC)OP(=O)(OCCCCCCCCCCCCCCCCCC)O.P(=O)(OCC1=CC(=C(C(=C1)C(C)(C)C)O)C(C)(C)C)(O)O 3,5-di-tert-butyl-4-hydroxybenzyl phosphate dioctadecyl-phosphate